1,3-bis[(3-ethyl-3-oxetanylmethoxy)methyl]propaneN C(C)C1(COC1)COCC=CCCOCC1(COC1)CC